C(C1=CC=CC=C1)(C1=CC=CC=C1)N1N2C(C=3N(C1CC)C=CN3)=C(C(C=C2)=O)O 6-benzhydryl-5-ethyl-11-hydroxy-5,6-dihydro-10H-imidazo[1,2-d]pyrido[2,1-f][1,2,4]triazin-10-one